C(#N)N[S@](=O)(=NC(NC1=C2CCCC2=CC=2CCCC12)=O)C=1C=NN2C1OCC(C2)(C)C (R)-N-cyano-N'-((1,2,3,5,6,7-hexahydro-s-indacen-4-yl)carbamoyl)-6,6-dimethyl-6,7-dihydro-5H-pyrazolo[5,1-b][1,3]oxazine-3-sulfonimidamide